BrC=1C(N(C(=CC1)Cl)C)=O 3-bromo-6-chloro-1-methyl-2(1H)-pyridone